ClC=1C=C(C2=C(C(=CO2)COC2=C(C=CC=C2)CC(=O)OCC)C1)NCC=1C=NC=CC1 ethyl 2-(2-((5-chloro-7-((pyridin-3-ylmethyl)amino)benzofuran-3-yl)methoxy)phenyl)acetate